(Z)-2-acetylamino-3-phenylacrylic acid C(C)(=O)N\C(\C(=O)O)=C/C1=CC=CC=C1